ClC1=NN(C(C2=CC(=C(C=C12)OC)OC)=O)C 4-chloro-6,7-dimethoxy-2-methylphthalazin-1(2H)-one